ClC1=CC=C2C(=C1)NC[C@@]21[C@@H](N[C@H]([C@@H]1C1=C(C(=CC=C1)Cl)F)C(=O)O)CC(C)(C)C (2'S,3S,4'S,5'R)-6-chloro-4'-(3-chloro-2-fluorophenyl)-2'-(2,2-dimethylpropyl)-1,2-dihydrospiro[indole-3,3'-pyrrolidine]-5'-carboxylic acid